(S)-2-ethyl-6-((4-((2-hydroxy-1-phenylethyl)amino)-5-(3-(2-hydroxypropan-2-yl)-1,2,4-oxadiazol-5-yl)pyrimidin-2-yl)amino)-1-isopropyl-1,2-dihydro-3H-indazol-3-one C(C)N1N(C2=CC(=CC=C2C1=O)NC1=NC=C(C(=N1)N[C@H](CO)C1=CC=CC=C1)C1=NC(=NO1)C(C)(C)O)C(C)C